ClC1=C(C(=NN1C)C1=NOC2=C1COCC2)CN2C[C@H](CCCC2)NCCC(C)C (S)-1-((5-Chloro-3-(6,7-dihydro-4H-pyrano[3,4-d]isoxazol-3-yl)-1-methyl-1H-pyrazol-4-yl)methyl)-N-isopentylazepan-3-amine